ClC1=C(C=C(C=C1)F)C1N(C(C=2C1=C(C=C1C(=CC=NC21)NCC2=CC=C(C=C2)C)NC(C2=CC(=CC(=C2)C(F)(F)F)F)=O)=O)CC2=CC=C(C=C2)OC N-(7-(2-chloro-5-fluorophenyl)-8-(4-methoxybenzyl)-4-((4-methylbenzyl)amino)-9-oxo-8,9-dihydro-7H-pyrrolo[3,4-H]quinolin-6-yl)-3-fluoro-5-(trifluoromethyl)benzamide